(3R)-4-(3-(3-cyclopropyl-1-(tetrahydro-2H-pyran-2-yl)-1H-pyrazol-5-yl)-7-(1-(methylsulfonyl)cyclopropyl)pyrazolo[1,5-a]pyrimidin-5-yl)-3-methylmorpholine C1(CC1)C1=NN(C(=C1)C=1C=NN2C1N=C(C=C2C2(CC2)S(=O)(=O)C)N2[C@@H](COCC2)C)C2OCCCC2